FC1=C(C=CC(=C1)C(F)(F)F)C1=NC(=CC2=C1N=C(N(C2=O)C)C)N2C[C@H](OC1(CC1)C2)C=2C=NN(C2)C (R)-8-(2-fluoro-4-(trifluoromethyl)phenyl)-2,3-dimethyl-6-(5-(1-methyl-1H-pyrazol-4-yl)-4-oxa-7-azaspiro[2.5]oct-7-yl)pyrido[3,4-d]pyrimidin-4(3H)-one